ClC1=NC(=CC2=CN=CC=C12)C1=CC=NC=C1 1-chloro-3-(4-pyridinyl)-2,6-naphthyridine